BrC1=CC=C2CCN(C2=C1)C(/C=C(/CCCC(=O)OC)\C)=O methyl (E)-7-(6-bromoindolin-1-yl)-5-methyl-7-oxohept-5-enoate